C(C)(C)C1(C=CC=C1)[Zr](N(C)CC)(N(C)CC)N(CC)C (isopropylcyclopentadienyl)tris(methylethylamino)zirconium